O1CCN(CC1)C(C(=O)C1=C[N-]C2=CC=C(C=C12)OC(F)(F)F)=O.[Li+] lithium 3-(2-morpholino-2-oxoacetyl)-5-(trifluoromethoxy)indol-1-ide